Glycerin monocaprylate C(CCCCCCC)(=O)O.OCC(O)CO